N-(4,6-dichloropyrimidin-5-yl)formamide C1=NC(=C(C(=N1)Cl)NC=O)Cl